N-(bicyclo[2.2.1]heptan-2-yl)-N-(1H-pyrazol-5-yl)cinnamamide C12C(CC(CC1)C2)N(C(C=CC2=CC=CC=C2)=O)C2=CC=NN2